CC1(CCC=[N+]1[O-])C 5,5-Dimethyl-1-pyrroline-N-Oxide